(R)-6-fluoro-1-(3-fluorophenyl)-4-oxo-7-(2-((pyridin-2-yloxy)methyl)pyrrolidin-1-yl)-1,4-dihydroquinoline-3-carboxylic acid FC=1C=C2C(C(=CN(C2=CC1N1[C@H](CCC1)COC1=NC=CC=C1)C1=CC(=CC=C1)F)C(=O)O)=O